5-bromomethyl-bicyclo[2.2.1]-heptane-2-ol BrCC1C2CC(C(C1)C2)O